O=C(CCCN1CCN(CC1)C1=NC(=NC(=C1)N1CCCC1)N1CCCC1)C[C@@]12CCC[C@H]1[C@@H]1CCC3=CC(CC[C@]3(C)C1=CC2)=O (1-oxo-4-[4-[2,6-bis(1-pyrrolidinyl)-4-pyrimidinyl]-1-piperazinyl]butyl)-androsta-4,9(11)-dien-3-one